NC1=NOC2=C1C(=CC(=C2)CN2N=CC(=C2)CNC(OC(C)(C)C)=O)OC tert-butyl ((1-((3-amino-4-methoxybenzo[d]isoxazol-6-yl)methyl)-1H-pyrazol-4-yl)methyl)carbamate